[(3R-6S)-6-[5-[1-(2,6-dioxo-3-piperidyl)-3-methyl-2-oxo-benzimidazol-5-yl] pentylcarbamoyl]tetrahydropyran-3-yl]carbamate O=C1NC(CCC1N1C(N(C2=C1C=CC(=C2)CCCCCNC(=O)[C@@H]2CC[C@H](CO2)NC([O-])=O)C)=O)=O